1,3-dihydroxy-5,5-dimethyl-hydantoin ON1C(=O)N(C(=O)C1(C)C)O